FC1=C(C(=CC=C1)C)N1CCC(CC1)N1C(N(C2=C(C1C)N(N=C2)COCC[Si](C)(C)C)CC2=C(C=CC=C2)C(F)(F)F)=O 6-[1-(2-fluoro-6-methyl-phenyl)-piperidin-4-yl]-7-methyl-4-(2-trifluoromethyl-benzyl)-1-(2-trimethylsilyl-ethoxymethyl)-1,4,6,7-tetrahydro-pyrazolo[4,3-d]pyrimidin-5-one